benzoic cyclohexanoic anhydride C1(CCCCC1)C(=O)OC(C1=CC=CC=C1)=O